ClC1=NC2=CC=CC=C2C(=N1)Cl 2,4-dichloroquinazolin